methyl (S)-1-((S)-2-(5-bromo-1H-imidazol-2-yl)pyrrolidin-1-yl)-3-methyl-1-oxobutan-2-ylcarbamate BrC1=CN=C(N1)[C@H]1N(CCC1)C([C@H](C(C)C)NC(OC)=O)=O